Methyl 1-(2-aminoethyl)isochromane-8-carboxylate NCCC1OCCC2=CC=CC(=C12)C(=O)OC